2-amino-N-(3-(5-chloro-2-methoxyphenyl)-1-((4-hydroxytetrahydro-2H-pyran-4-yl)methyl)-1H-pyrazol-4-yl)pyrazolo[1,5-a]pyrimidine-3-carboxamide NC1=NN2C(N=CC=C2)=C1C(=O)NC=1C(=NN(C1)CC1(CCOCC1)O)C1=C(C=CC(=C1)Cl)OC